4-(4-fluorophenyl)-7H-imidazo[4,5-c]pyridazine FC1=CC=C(C=C1)C=1C2=C(N=NC1)NC=N2